(S)-(7-(2-(Hydroxymethyl)-4-(methoxyimino)pyrrolidine-1-carbonyl)benzo[d][1,3]dioxolan-4-yl)boronic acid OC[C@H]1N(CC(C1)=NOC)C(=O)C1=CC=C(C2=C1OCO2)B(O)O